3-methyl-2-oxo-8-azaspiro[4.5]decane-4-amine hydrochloride Cl.CC1C(CC2(C1N)CCNCC2)=O